N-(2-methyl-5-((6-(4-morpholinylphenyl)-7H-pyrrolo[2,3-d]pyrimidin-4-yl)oxy)phenyl)acrylamide methyl-(S)-3-(4-(2-amino-2-oxoethyl)phenyl)-2-methylpropenoate COC(C(=CC1=CC=C(C=C1)CC(=O)N)C)=O.CC1=C(C=C(C=C1)OC=1C2=C(N=CN1)NC(=C2)C2=CC=C(C=C2)N2CCOCC2)NC(C=C)=O